4,4,5,5-tetramethyl-2-(10-phenylanthracen-9-yl)-1,3,2-dioxaborolane CC1(OB(OC1(C)C)C=1C2=CC=CC=C2C(=C2C=CC=CC12)C1=CC=CC=C1)C